4-(2-(bicyclo[1.1.1]pentan-1-ylamino)-2-oxoacetyl)-1-methyl-1H-pyrrole-2-carboxylic acid C12(CC(C1)C2)NC(C(=O)C=2C=C(N(C2)C)C(=O)O)=O